Bis(isocyanatoethyl) carbonat C(OCCN=C=O)(OCCN=C=O)=O